(R)-6-chloro-2-(5-(1,2-dimethoxyethyl)-1H-1,2,4-triazol-3-yl)-3-(1H-imidazol-1-yl)-5-methoxy-1-methyl-1H-pyrrolo[3,2-b]pyridine ClC=1C=C2C(=NC1OC)C(=C(N2C)C2=NNC(=N2)[C@H](COC)OC)N2C=NC=C2